N-(3-(4-methyl-6-((5-methylthiazol-2-yl)amino)pyridin-2-yl)phenyl)acrylamide CC1=CC(=NC(=C1)NC=1SC(=CN1)C)C=1C=C(C=CC1)NC(C=C)=O